C(N)(OC1C(C(N(CC1)C=1C2=C(N=C(N1)Cl)C(=C(N=C2)Cl)F)C(C)(C)C)(F)F)=O tert-butyl-(1-(2,7-dichloro-8-fluoropyrido[4,3-d]pyrimidin-4-yl)-3,3-difluoropiperidin-4-yl) carbamate